2-(4-chlorobenzyl)-N-(2,2-difluoroethyl)-8-methyl-4,5-dihydro-2H-furo[2,3-g]indazole-7-carboxamide ClC1=CC=C(CN2N=C3C4=C(CCC3=C2)OC(=C4C)C(=O)NCC(F)F)C=C1